C(=O)(O)[C@@H](O)[C@H](O)C(=O)O.S1C=CC2=C1[C@H](OCC2)N(C)C (S)-(4,5-dihydro-7H-thieno[2,3-c]pyran-7-yl)-N-methyl-methylamine D-tartrate